NC1=C(C(=NN1C1=C(C(=CC=C1C)OC)C)C=1SC=CN1)C#N 5-amino-1-(3-methoxy-2,6-dimethylphenyl)-3-(1,3-thiazol-2-yl)pyrazole-4-carbonitrile